C(C)C(C(C)(C)N)N(C)C (ethyldimethylamino-1,1-dimethylethyl)amine